(3s,4r)-N-Boc-4-amino-3-methoxypiperidine C(=O)(OC(C)(C)C)N1C[C@@H]([C@@H](CC1)N)OC